tert-butyl 4-(2-chloro-4-(1-methyl-5-(3-(trifluoromethyl)-1H-pyrazol-4-yl)-imidazole-2-carboxamido)benzoyl)piperazine-1-carboxylate ClC1=C(C(=O)N2CCN(CC2)C(=O)OC(C)(C)C)C=CC(=C1)NC(=O)C=1N(C(=CN1)C=1C(=NNC1)C(F)(F)F)C